3-({[(1S)-6-methoxy-1,2,3,4-tetrahydronaphthalen-1-yl]methyl}amino)pyridine-4-carboxylic acid COC=1C=C2CCC[C@@H](C2=CC1)CNC=1C=NC=CC1C(=O)O